13-bromo-5-fluoro-14-hydroxy-19-methoxy-16,16-dioxo-9-oxa-16λ6-thia-6,17-diazatetracyclo[16.3.1.111,15.02,7]tricosa-1(21),2(7),3,5,11,13,15(23),18(22),19-nonaen-10-one BrC=1C=C2C(OCC=3N=C(C=CC3C3=CC=C(C(NS(C(C1O)=C2)(=O)=O)=C3)OC)F)=O